N-(5-(2,4-dichlorophenyl)-1,3,4-oxadiazol-2-yl)-2-(4-trifluoromethylphenoxy)benzamide ClC1=C(C=CC(=C1)Cl)C1=NN=C(O1)NC(C1=C(C=CC=C1)OC1=CC=C(C=C1)C(F)(F)F)=O